2,N7-diphenyl-9,9'-spirobi[9H-fluorene]-2,7-diamine C1(=CC=CC=C1)C1(CC=2C3(C4=CC(=CC=C4C2C=C1)NC1=CC=CC=C1)C1=CC=CC=C1C=1C=CC=CC13)N